CC1=CN2C=CC(=C2C=C1)C(=O)N 6-methylindolizine-1-carboxamide